CC1OC=2C(=C(C=3CCNC(C3C2C)=O)C(=C)C)O1 2,4-dimethyl-9-(prop-1-en-2-yl)-7,8-dihydro-[1,3]dioxolo[4,5-g]isoquinolin-5(6H)-one